[C@H]12CC(C[C@H](CC1)N2)N(C2=CC=C(N=N2)C=2C(=CC1=CC(=CC=C1C2)OC(F)F)O)C 3-(6-(((1R,3s,5S)-8-azabicyclo[3.2.1]octan-3-yl)(methyl)amino)pyridazin-3-yl)-7-(difluoromethoxy)naphthalen-2-ol